tert-Butyl 2-(((benzyloxy)carbonyl) (methyl)amino)-3-(3-chloro-4-(trifluoromethyl)phenyl)propanoate C(C1=CC=CC=C1)OC(=O)N(C(C(=O)OC(C)(C)C)CC1=CC(=C(C=C1)C(F)(F)F)Cl)C